FC1=C2C=C(NC2=CC(=C1F)OCC=1N=CSC1)CNC(=O)C1(CC1)C N-({4,5-difluoro-6-[(1,3-thiazol-4-yl)methoxy]-2-indolyl}methyl)1-methylcyclopropanecarboxamide